4-nitro-N-[(3E)-2-oxo-3-[(thiophen-2-yl)methylidene]-2,3-dihydro-1H-indol-5-yl]benzene-1-Sulfonamide [N+](=O)([O-])C1=CC=C(C=C1)S(=O)(=O)NC=1C=C2\C(\C(NC2=CC1)=O)=C/C=1SC=CC1